C1(=CC=CC=C1)C=1C(=C(C(=C(C1)[B-](C1=CC=CC=C1)(C1=CC=CC=C1)C1=CC=CC=C1)CC1=CC=CC=C1)C1=CC=CC=C1)C1=CC=CC=C1 triphenylbenzylTetraphenylborate